2-bromo-3-chloro-6-methoxypyridine BrC1=NC(=CC=C1Cl)OC